methylenetitanium dichloride [Cl-].[Cl-].C=[Ti+2]